C1(CCCC1)[C@@H](CC(=O)O)N1N=CC(=C1)C=1C2=C(N=CN1)N(C=C2)COCC[Si](C)(C)C (3R)-3-cyclopentyl-3-(4-(7-((2-(trimethylsilyl)ethoxy)methyl)-7H-pyrrolo[2,3-d]pyrimidin-4-yl)-1H-pyrazol-1-yl)propionic acid